octahydro-4,7-methylene-1H-indenealdehyde C1C2C3CCC(C3C1CC2)C=O